tert-butyl 2-(6-methoxypyridin-3-yl)morpholine-4-carboxylate COC1=CC=C(C=N1)C1CN(CCO1)C(=O)OC(C)(C)C